N1N=CC=C1C(=O)NCC=1C=NC(=CC1N1[C@@H](CN(CC1)C(=O)OC(C)(C)C)C)N1CC2CCC(C1)O2 tert-butyl (3R)-4-(3-((1H-pyrazole-5-carboxamido)methyl)-6-(8-oxa-3-azabicyclo[3.2.1]octan-3-yl)pyridin-4-yl)-3-methylpiperazine-1-carboxylate